S1C=NC2=C1C=C(C=C2)NC=2N=NNC2 4-(benzo[d]thiazol-6-ylamino)-1H-1,2,3-triazole